CC1=CC=C(C(=O)O[C@@H]2[C@](OC(C2)N2C3=NC(=NC(=C3N=C2)O)NC(C(C)C)=O)(COC(C2=CC=C(C=C2)C)=O)C#C)C=C1 (2R,3S)-2-ethynyl-5-(6-hydroxy-2-isobutyramido-9H-purin-9-yl)-2-(((4-methylbenzoyl)oxy)methyl)tetrahydrofuran-3-yl 4-methylbenzoate